5-bromo-2-fluoropyridine-3-amine BrC=1C=C(C(=NC1)F)N